2-amino-3-(6-((carboxymethyl)amino)pyridin-3-yl)propanoic acid NC(C(=O)O)CC=1C=NC(=CC1)NCC(=O)O